(R)-1-(7-chloro-5-cyclopropoxy-8-fluoro-2-(methylthio)pyrido[4,3-d]pyrimidin-4-yl)-3-methylpiperidin-3-ol ClC1=C(C=2N=C(N=C(C2C(=N1)OC1CC1)N1C[C@@](CCC1)(O)C)SC)F